C1(=CC=CC=C1)COC[C@@H](CN(S(=O)(=O)C)CC1CC1)O (R)-N-(3-(phenylmethyloxy)-2-hydroxypropyl)-N-(cyclopropylmethyl)methanesulfonamide